di-n-butyltin dimaleinate C(\C=C/C(=O)[O-])(=O)[O-].C(\C=C/C(=O)[O-])(=O)[O-].C(CCC)[Sn+4]CCCC